(1S,3S)-3-((6-(5-(((2-methoxy-pyrimidin-4-yl)oxy)methyl)-1-methyl-1H-1,2,3-triazol-4-yl)-2-methylpyridin-3-yl)oxy)cyclohexane-1-carboxylic acid COC1=NC=CC(=N1)OCC1=C(N=NN1C)C1=CC=C(C(=N1)C)O[C@@H]1C[C@H](CCC1)C(=O)O